4-(isopropylamino)-6-(pyridin-3-yl)-1,5-naphthyridine-3-carboxamide C(C)(C)NC1=C(C=NC2=CC=C(N=C12)C=1C=NC=CC1)C(=O)N